NC1=C(C(=NC=N1)C=1C(=C(C=C(C1)F)NC(C1=C(C=C(C=C1)C1CC1)F)=O)C)OCCN(N=O)C N-[3-(6-Amino-5-{2-[methyl(nitroso)amino]ethoxy}pyrimidin-4-yl)-5-fluoro-2-methylphenyl]-4-cyclopropyl-2-fluorobenzamide